(3S,4R,5R)-4-hydroxy-3,5-dimethylpiperidine-1-carboxylic acid benzyl ester C(C1=CC=CC=C1)OC(=O)N1C[C@@H](C([C@@H](C1)C)O)C